N-[(cis)-4-hydroxy-1,1-dioxidotetrahydro-thiophen-3-yl]-3-oxo-2-(pyridin-3-yl)-6-[4-(trifluoromethyl)phenyl]-2,3-dihydropyridazine-4-carboxamide O[C@@H]1[C@@H](CS(C1)(=O)=O)NC(=O)C=1C(N(N=C(C1)C1=CC=C(C=C1)C(F)(F)F)C=1C=NC=CC1)=O